5-(5-Difluoromethyl-pyridin-2-yl)-3-methyl-3H-[1,2,3]triazole-4-carbaldehyde FC(C=1C=CC(=NC1)C1=C(N(N=N1)C)C=O)F